(3R)-N-tert-butyl-1-[5-(5-methoxy-2-methyl-1,3-benzoxazol-6-yl)pyrazin-2-yl]pyrrolidin-3-amine C(C)(C)(C)N[C@H]1CN(CC1)C1=NC=C(N=C1)C1=CC2=C(N=C(O2)C)C=C1OC